(R)-N-((5-chloro-6-(difluoromethyl)pyridin-2-yl)methylene)-2-methylpropan-2-sulfinamide ClC=1C=CC(=NC1C(F)F)C=N[S@](=O)C(C)(C)C